BrC=1C=C(C=CC1)N1C(C2=CC=CC=C2[C@@H]([C@H]1C1=CC2=C(OCCO2)C=C1)C(=O)O)=O |r| (3S,4S) and (3R,4R)-2-(3-bromophenyl)-3-(2,3-dihydro-1,4-benzodioxin-6-yl)-1-oxo-1,2,3,4-tetrahydroisoquinoline-4-carboxylic acid